(2R,3S,4R,5R)-5-(4-aminopyrrolo[2,1-f][1,2,4]triazin-7-yl)-5-cyano-2-((2-cyclohexylacetoxy)methyl)-4-hydroxytetrahydrofuran-3-yl propionate C(CC)(=O)O[C@@H]1[C@H](O[C@@]([C@@H]1O)(C#N)C1=CC=C2C(=NC=NN21)N)COC(CC2CCCCC2)=O